C1(CC1)N1C=NC(=C1)C(=O)N1C[C@H]2C([C@H]2C1)C1=NOC2(CC2)C1 (1-Cyclopropyl-1H-imidazol-4-yl)[(1R,5S,6r)-6-(4-oxa-5-azaspiro[2.4]hept-5-en-6-yl)-3-azabicyclo[3.1.0]hex-3-yl]methanon